CN1CCN(CC1)C2=CC=C(C=C2)NC3=NC4=C(C(=N3)OC5=CC=CC(=C5)N)SC=C4 4-(3-aminophenoxy)-N-(4-(4-methylpiperazin-1-yl)phenyl)thieno[3,2-d]pyrimidin-2-amine